ClC1=NC(=NC=C1C#N)N[C@H]1C[C@H](CCC1)N1C=NC=2C=NC=C(C21)C#N 1-((1S,3R)-3-((4-chloro-5-cyanopyrimidin-2-yl)amino)cyclohexyl)-1H-imidazo[4,5-c]pyridine-7-carbonitrile